t-butoxybis(2,6-di-t-butyl-4-methylphenoxy)aluminum C(C)(C)(C)O[Al](OC1=C(C=C(C=C1C(C)(C)C)C)C(C)(C)C)OC1=C(C=C(C=C1C(C)(C)C)C)C(C)(C)C